1-((2-((3-(2-(4-(((1-acetylpiperidin-4-yl)amino)methyl)-3-methoxyphenyl)-3-chloropyridin-4-yl)-2-chlorophenyl)amino)-3-fluoropyridin-4-yl)methyl)piperidine-4-carboxylic acid C(C)(=O)N1CCC(CC1)NCC1=C(C=C(C=C1)C1=NC=CC(=C1Cl)C=1C(=C(C=CC1)NC1=NC=CC(=C1F)CN1CCC(CC1)C(=O)O)Cl)OC